(S)-N-((1H-indazol-5-yl)methyl)-3-((3,5-dimethylbenzyl)amino)-4-oxo-4,6,7,8-tetrahydropyrrolo[1,2-a]pyrazine-6-carboxamide N1N=CC2=CC(=CC=C12)CNC(=O)[C@@H]1CCC=2N1C(C(=NC2)NCC2=CC(=CC(=C2)C)C)=O